C(C)(C)(C)OC(=O)N1CC(CC1)N1CC=2C=CC(=NC2CC1)N 3-(2-amino-7,8-dihydro-1,6-naphthyridin-6(5H)-yl)pyrrolidine-1-carboxylic acid tert-butyl ester